3-(5-chloropyrazin-2-yl)-5,6,7,8-tetrahydro-[1,2,4]triazolo[4,3-a]pyridine ClC=1N=CC(=NC1)C1=NN=C2N1CCCC2